5-(4-{[2-(4-phenoxyphenyl)phenyl]amino}phenyl)-1,3,4-thiadiazol-2-amine O(C1=CC=CC=C1)C1=CC=C(C=C1)C1=C(C=CC=C1)NC1=CC=C(C=C1)C1=NN=C(S1)N